C(C)(C)(C)C(=O)C1=CC=C(C=C1)C(C)(C)O 4-α-hydroxyisopropylphenyl t-butyl ketone